O=C1C(=CC(C2=CC=CC=C12)=O)OC(=O)C=1OC=CC1 1,4-dioxo-1,4-dihydronaphthalen-2-ylfuran-2-carboxylate